NC1=NC=2C(=CC=CC2C=2N1C=C(N2)C(=O)N2CC1=CC(=CC=C1CC2)NC(C2=NC=CC=C2)=O)F N-(2-(5-amino-7-fluoroimidazo[1,2-c]quinazoline-2-carbonyl)-1,2,3,4-tetrahydroisoquinolin-7-yl)picolinamide